FC(C=1C=C2C(=NN(C2=CC1)CC1=CC=C(C=C1)C(F)(F)F)N)(F)F 5-(trifluoromethyl)-1-(4-(trifluoromethyl)benzyl)-1H-indazol-3-amine